2-(4-chlorophenoxy)-N-[1-[[[3-(trifluoromethoxymethyl)cyclobutanecarbonyl]amino]carbamoyl]-3-bicyclo[1.1.1]pentanyl]acetamide ClC1=CC=C(OCC(=O)NC23CC(C2)(C3)C(NNC(=O)C3CC(C3)COC(F)(F)F)=O)C=C1